N-(3-methylpentyl)benzene-1,2-diamine CC(CCNC=1C(=CC=CC1)N)CC